C(=O)O.C(C)N1C2CC(CC1CCC2)NC(=O)C2=C1N(C=3C=CC=CC23)CCC1 N-(9-ethyl-9-azabicyclo[3.3.1]nonan-3-yl)-2,3-dihydro-1H-pyrrolo[1,2-a]indole-9-carboxamide formate